3-(4-((4-((5-chloro-4-(5-(cyclopropylmethyl)-1-methyl-1H-pyrazol-4-yl)pyrimidin-2-yl)amino)piperidin-1-yl)methyl)-2-fluorophenyl)piperidine-2,6-dione ClC=1C(=NC(=NC1)NC1CCN(CC1)CC1=CC(=C(C=C1)C1C(NC(CC1)=O)=O)F)C=1C=NN(C1CC1CC1)C